(S)-5-(8-(3,3-difluoro-4-((5-(perfluoroethoxy)pyridin-2-yl)oxy)pyrrolidin-1-yl)imidazo[1,2-b]pyridazin-6-yl)pyrimidine-2,4(1H,3H)-dione FC1(CN(C[C@@H]1OC1=NC=C(C=C1)OC(C(F)(F)F)(F)F)C=1C=2N(N=C(C1)C=1C(NC(NC1)=O)=O)C=CN2)F